C1(=NC=CC=2C3=CC=CC=C3NC12)N b-CarbolineMonoamine